1-pentylpiperidinium C(CCCC)[NH+]1CCCCC1